4-(benzylamino)-3-(1-cyclopropylimidazol-4-yl)-N-methyl-benzenesulfonamide C(C1=CC=CC=C1)NC1=C(C=C(C=C1)S(=O)(=O)NC)C=1N=CN(C1)C1CC1